4-(phenylamino)furan-2(5H)-one C1(=CC=CC=C1)NC1=CC(OC1)=O